N[C@@H]1C[C@H](N(C1)C(=O)C=1N=C2N(C=C(C=C2)Cl)C1)C=1SC=C(N1)C(=O)NCC=1C=C2C=CN=C(C2=CC1)N 2-((2S,4R)-4-Amino-1-(6-chloroimidazo[1,2-a]pyridin-2-carbonyl)pyrrolidin-2-yl)-N-((1-aminoisochinolin-6-yl)methyl)thiazol-4-carboxamid